[N-](S(=O)(=O)C(F)(F)F)S(=O)(=O)C(F)(F)F.C[N+]1=CNC=C1 3-methyl-imidazolium bis(trifluoromethanesulfonyl)imide